CS(=O)(=O)N1CCC(CC1)CC(=O)N1CCC2(C(C2)CNC(=O)C2=CC=3C(=CN=CC3)O2)CC1 N-[[6-[2-(1-methylsulfonyl-4-piperidyl)acetyl]-6-azaspiro[2.5]octan-2-yl]methyl]furo[2,3-c]pyridine-2-carboxamide